[Br-].C[NH+](CC1=CC=CC=C1)C N,N-dimethyl-N-benzylammonium bromide